NC1=C(SC=2N=C(SC21)C)C(=O)NC2CC=1C=CC(=NC1CC2)N2CC(C(C2)OC2CC2)N 6-amino-N-[2-(3-amino-4-cyclopropoxypyrrolidin-1-yl)-5,6,7,8-tetrahydroquinolin-6-yl]-2-methylthieno[2,3-d][1,3]thiazole-5-carboxamide